COC(=O)C1CN(CC1)C(=O)C=1C=NC=CC1 1-(pyridin-3-ylcarbonyl)pyrrolidine-3-carboxylic acid methyl ester